FC1=C(C(=CC=C1)C)N1N=C2C(=CC1=O)NN=C2C=2C=NC(=CC2)N2CCN(CC2)CCO 5-(2-Fluoro-6-methylphenyl)-3-(6-(4-(2-hydroxyethyl)piperazin-1-yl)pyrid-3-yl)-1H-pyrazolo[4,3-c]pyridazin-6(5H)-on